N-[(1S)-1-(4-bromophenyl)-2,2,2-trifluoro-ethyl]-2-methyl-propane-2-sulfinamide BrC1=CC=C(C=C1)[C@@H](C(F)(F)F)NS(=O)C(C)(C)C